FC1=NC=CC=C1C(C#N)C1=NC=CC(=C1)C(F)(F)F 2-(2-Fluoropyridin-3-yl)-2-(4-(trifluoromethyl)pyridin-2-yl)acetonitrile